3-((S)-3-cyclopropyl-2-(2-oxopyridin-1(2H)-yl)propanamido)-3-(5-(2,6-dimethylphenyl)pyridin-3-yl)propanoic acid C1(CC1)C[C@@H](C(=O)NC(CC(=O)O)C=1C=NC=C(C1)C1=C(C=CC=C1C)C)N1C(C=CC=C1)=O